(+-)-4-(3-(2-((2R)-2-hydroxy-7-azabicyclo[2.2.1]heptan-7-yl)acetyl)-2-methyl-5-(trifluoromethyl)-1H-pyrrol-1-yl)benzonitrile O[C@H]1C2CCC(C1)N2CC(=O)C2=C(N(C(=C2)C(F)(F)F)C2=CC=C(C#N)C=C2)C